2-(2-(1H-imidazole-1-thiocarbonyl)-2,7-diazaspiro[3.5]nonan-7-yl)isonicotinonitrile N1(C=NC=C1)C(=S)N1CC2(C1)CCN(CC2)C=2C=C(C#N)C=CN2